((3R,5R)-3-amino-5-fluoropiperidin-1-yl)(2-(6-cyclopropyl-1-(cyclopropylmethyl)-1H-pyrrolo[2,3-b]pyridin-2-yl)-4-methoxy-3-methylpyrazolo[1,5-a]pyridin-6-yl)methanone N[C@H]1CN(C[C@@H](C1)F)C(=O)C=1C=C(C=2N(C1)N=C(C2C)C2=CC=1C(=NC(=CC1)C1CC1)N2CC2CC2)OC